C1(=CC=CC=2OC3=C(C21)C=CC=C3)C=3C(=NC(=CC3C3=C(C=CC=C3)C3=NC(=NC(=N3)C3=CC=CC=C3)C3=CC=CC=C3)C3=CC=C(C=C3)N3C2=CC=CC=C2C=2C=C(C=CC32)C)C3=CC=C(C=C3)N3C2=CC=CC=C2C=2C=C(C=CC32)C 9,9'-((3-(dibenzo[b,d]furan-1-yl)-4-(2-(4,6-diphenyl-1,3,5-triazin-2-yl)phenyl)pyridine-2,6-diyl)bis(4,1-phenylene))bis(3-methyl-9H-carbazole)